OC1=C(C=C(C=C1)CCCO)N1N=C2C(=N1)C=CC=C2 2-[2'-hydroxy-5'-(3-hydroxypropyl)phenyl]-2H-benzotriazole